(E)-3-methyl-5-((1S,4aS,8aS)-5,5,8a-trimethyl-2-methylenedecahydronaphthalen-1-yl)pent-2-en-1-yl acetate C(C)(=O)OC\C=C(\CC[C@H]1C(CC[C@H]2C(CCC[C@]12C)(C)C)=C)/C